C1=CC=CC=2C3=CC=CC=C3N(C12)C1=CC=CC=N1 6-(9H-carbazol-9-yl)pyridin